NCC1(CCCCC1)CCNC1=C2CN(C(C2=CC=C1)=O)C1C(NC(CC1)=O)=O 3-(4-((2-(1-(aminomethyl)cyclohexyl)ethyl)amino)-1-oxoisoindolin-2-yl)piperidine-2,6-dione